6-(2-((tert-butyldimethylsilyl)oxy)ethyl)-5-(4-fluorophenyl)-1-(tetrahydro-2H-pyran-2-yl)-1H-pyrazolo[4,3-g]isoquinoline 7-oxide [Si](C)(C)(C(C)(C)C)OCCC=1[N+](=CC2=CC3=C(C=C2C1C1=CC=C(C=C1)F)C=NN3C3OCCCC3)[O-]